2-hydroxy-1-{4-[4-(2-hydroxy-methylpropoyl)-phenoxy]-phenyl}-2-methyl-propan-1-one OC(C(=O)C1=CC=C(C=C1)OC1=CC=C(C=C1)C(C(C)(O)C)=O)(C)C